methyl-(S)-hexahydropyridazine CN1NCCCC1